ClC=1C=C(C=CC1)N1CCN(CC1)CCCOC(C)C 1-(3-chlorophenyl)-4-(3-isopropoxypropyl)piperazine